8-hydroxy-1-naphthoate OC=1C=CC=C2C=CC=C(C12)C(=O)[O-]